2-(4-hydroxy-3-(methylsulfonyl)phenyl)acetamide OC1=C(C=C(C=C1)CC(=O)N)S(=O)(=O)C